ClC=1C=C2C(CCN(C2=CC1)C(=O)N1CC2(C1)CN(C2)C2=NC=C(C=C2)F)(F)F (6-chloro-4,4-difluoro-3,4-dihydroquinolin-1(2H)-yl)(6-(5-fluoropyridin-2-yl)-2,6-diazaspiro[3.3]heptan-2-yl)methanone